dicyclopropyl(6-(3,5-dimethylisoxazol-4-yl)-1-tosyl-1H-pyrrolo[3,2-b]pyridin-3-yl)methanol C1(CC1)C(O)(C1=CN(C=2C1=NC=C(C2)C=2C(=NOC2C)C)S(=O)(=O)C2=CC=C(C)C=C2)C2CC2